6-(4-chlorophenyl)-2-(3-fluorophenyl)-N-[(2S,3S)-3-hydroxybut-2-yl]-3-oxo-2,3-dihydropyridazine-4-carboxamide ClC1=CC=C(C=C1)C=1C=C(C(N(N1)C1=CC(=CC=C1)F)=O)C(=O)N[C@@H](C)[C@H](C)O